2-Ethyl-1-(2-fluoro-4-(3,3,3-trifluoropropyl)phenyl)-N4-(((1r,4r)-4-(methylsulfonyl)cyclohexyl)methyl)-1H-imidazole-4,5-dicarboxamide C(C)C=1N(C(=C(N1)C(=O)NCC1CCC(CC1)S(=O)(=O)C)C(=O)N)C1=C(C=C(C=C1)CCC(F)(F)F)F